N-(cis-3-(Methyl(7H-pyrrolo(2,3-d)pyrimidin-4-yl)amino)cyclobutyl)propane-1-sulfonamide CN([C@H]1C[C@H](C1)NS(=O)(=O)CCC)C=1C2=C(N=CN1)NC=C2